COC(=O)C1=NC(=NC(=C1)NC1CCN(CC1)C(C)=O)C=1SC=CN1 6-((1-acetylpiperidin-4-yl)amino)-2-(thiazol-2-yl)pyrimidine-4-carboxylic acid methyl ester